C(C)(C)(C)OC(=O)N1CC(C[C@@H](C1)C1=CC=C(C=C1)C(=O)OC)(F)F.C1(CCCCC1)P(C1=C(C=CC=C1)C1=C(C=C(C=C1C(C)C)C(C)C)C(C)C)C1CCCCC1 |r| dicyclohexyl-(2',4',6'-triisopropylbiphenyl-2-yl)phosphine rac-tert-Butyl-3,3-difluoro-5-(4-(methoxycarbonyl)phenyl)piperidine-1-carboxylate